(R)-4-(1-((5-Methoxy-7-methyl-1H-indol-4-yl)methyl)-4-methyl-5-oxopiperazin-2-yl)benzoic acid COC=1C(=C2C=CNC2=C(C1)C)CN1[C@@H](CN(C(C1)=O)C)C1=CC=C(C(=O)O)C=C1